BrC1=CC=CC=2N(C(NC21)=S=O)C2CCN(CC2)C(=O)NC2=CC(=C(C=C2)Cl)Cl 4-(4-bromo-2-sulfinyl-2,3-dihydro-1H-1,3-benzodiazol-1-yl)-N-(3,4-dichlorophenyl)piperidine-1-carboxamide